C(CC)OC1=CC=C(C=C1)C1CNC(N1)=O 5-(4-propoxyphenyl)imidazolidin-2-one